C(C)NC=1C(C(=O)O)=C(C=CC1)O N-ethyl-6-hydroxy-anthranilic acid